N1N=CC=C1C1=CC=C2C(=N1)NC(=N2)C2N(CCCC2F)C#N (5-(1H-pyrazol-5-yl)-3H-imidazo[4,5-b]pyridin-2-yl)-3-fluoropiperidine-1-carbonitrile